Methyl 4-[(1S)-1-[[4-[3-(cyclopentylmethoxy)phenyl]tetrahydropyran-4-carbonyl]amino]ethyl]benzoate C1(CCCC1)COC=1C=C(C=CC1)C1(CCOCC1)C(=O)N[C@@H](C)C1=CC=C(C(=O)OC)C=C1